C1=C2N3C(=C4C=CC=CC4=C21)C=CC3 cyclopropa[c]pyrrolo[2,1-a]isoquinolin